N[C@H](CC1=C(C2=NC(=CC(=C2O1)NCC=1SC=CC1)Cl)C#C)C 2-[(2S)-2-aminopropyl]-5-chloro-3-ethynyl-N-(thiophen-2-ylmethyl)furo[3,2-b]pyridin-7-amine